C(C1=CC=CC=C1)OC=1C=C(C=NC1)CNC1=CC(=NC=2N1N=CC2CC)N2[C@@H](CCCC2)CCO 2-[(2S)-1-[7-[(5-benzyloxy-3-pyridyl)methylamino]-3-ethyl-pyrazolo[1,5-a]pyrimidin-5-yl]-2-piperidyl]ethanol